3-((4-(5-(4-chlorophenyl)-4-methyl-1H-imidazol-2-yl)phenoxy)methyl)-1-methylpiperidine ClC1=CC=C(C=C1)C1=C(N=C(N1)C1=CC=C(OCC2CN(CCC2)C)C=C1)C